4,6-dimethoxy[1,3,5]-triazin COC1=NC=NC(=N1)OC